N1=C(C=CC=C1)CN(C1=CC=2[O+]=C3C=C(C=CC3=CC2C(C1)(C)C)N(CCCCCC(=O)O)CC)CC1=NC=CC=C1 6-[[6-[Bis(2-pyridylmethyl)amino]-8,8-dimethyl-7H-xanthene-10-ium-3-yl]-ethyl-amino]hexanoic acid